4-bromo-7-(difluoromethoxy)-3-methyl-1H-indole BrC1=C2C(=CNC2=C(C=C1)OC(F)F)C